6-((1-(2-(difluoromethoxy)benzyl)-3-oxoisoindolin-2-yl)methyl)benzo[d]oxazol-2(3H)-one FC(OC1=C(CC2N(C(C3=CC=CC=C23)=O)CC2=CC3=C(NC(O3)=O)C=C2)C=CC=C1)F